ClC=1C=C(C=C(C1)C(F)(F)F)CC(=O)NS(N(C1CN(CCC1)C)C=1C=NN(C1)C)(=O)=O 2-[3-chloro-5-(trifluoromethyl)phenyl]-N-[(1-methyl-1H-pyrazol-4-yl)(1-methylpiperidin-3-yl)sulfamoyl]acetamide